(3S,10S)-7-((S)-4-acryloyl-2-methylpiperazin-1-yl)-9-chloro-3-((3,3-difluoropyrrolidin-1-yl)methyl)-10-(2-fluoro-6-hydroxyphenyl)-2,3-dihydro-5H-[1,4]oxazino[2,3,4-ij]quinazolin-5-one C(C=C)(=O)N1C[C@@H](N(CC1)C1=NC(N2C3=C(C(=C(C=C13)Cl)C1=C(C=CC=C1O)F)OC[C@@H]2CN2CC(CC2)(F)F)=O)C